ClC1=NN2C(N=CC(=C2[C@H](C)OC)NC(NC=2C=C(C(=NC2)N2N=CC(=C2)NC(C(C)C)=O)C(F)(F)F)=O)=C1 (S)-N-(1-(5-(3-(2-chloro-7-(1-methoxyethyl)pyrazolo[1,5-a]pyrimidin-6-yl)ureido)-3-(trifluoromethyl)pyridin-2-yl)-1H-pyrazol-4-yl)isobutyramide